3-((4-(3-(4-(((5-fluoro-4-oxo-2-(((tetrahydro-2H-pyran-4-yl)thio)methyl)-3,4-dihydroquinazolin-7-yl)oxy)methyl)piperidin-1-yl)cyclobutoxy)phenyl)amino)piperidine-2,6-dione FC1=C2C(NC(=NC2=CC(=C1)OCC1CCN(CC1)C1CC(C1)OC1=CC=C(C=C1)NC1C(NC(CC1)=O)=O)CSC1CCOCC1)=O